4-(8-methyl-3,8-diazabicyclo[3.2.1]octan-3-yl)-3-((2-(pyran-2-oxy)ethoxy)methyl)aniline CN1C2CN(CC1CC2)C2=C(C=C(N)C=C2)COCCOC2OC=CC=C2